3-(2,3-Dichlorophenyl)-6-(1,8-diazaspiro[4.5]decan-8-yl)-1H-pyrazolo[3,4-d]pyrimidine-4-carboxamide ClC1=C(C=CC=C1Cl)C1=NNC2=NC(=NC(=C21)C(=O)N)N2CCC1(CCCN1)CC2